trifluoroacetylpivaloylmethane FC(C(=O)CC(C(C)(C)C)=O)(F)F